(S)-4-(4-Acryloyl-2-methylpiperazin-1-yl)-6-chloro-7-(2-fluorophenyl)-1-(2-(hydroxymethyl)-6-isopropylphenyl)pyrido[2,3-d]pyrimidin C(C=C)(=O)N1C[C@@H](N(CC1)C=1C2=C(N(CN1)C1=C(C=CC=C1C(C)C)CO)N=C(C(=C2)Cl)C2=C(C=CC=C2)F)C